C1(=CC=CC=C1)NC(C1=C(C=CC=C1)C(F)(F)F)=N N-phenyl-2-(trifluoromethyl)benzamidine